N(=[N+]=[N-])C=1C=C(C(=O)NCC)C=C(C1)N=[N+]=[N-] 3,5-diazido-N-ethylbenzamide